(S)-2-(5-(6-chloro-3-(1H-imidazol-1-yl)-5-methoxy-1-methyl-1H-pyrrolo[3,2-b]-pyridin-2-yl)-1H-1,2,4-triazol-3-yl)propanenitrile ClC=1C=C2C(=NC1OC)C(=C(N2C)C2=NC(=NN2)[C@H](C#N)C)N2C=NC=C2